The molecule is a glycosyloxyflavone that is chrysoeriol in which the hydroxyl hydrogen at position 7 is replaced by a 6-p-coumaroylglucosyl residue. It has a role as a metabolite. It is a cinnamate ester, a dihydroxyflavone, a monomethoxyflavone, a monosaccharide derivative and a glycosyloxyflavone. It derives from a 4',5,7-trihydroxy-3'-methoxyflavone and a 4-coumaric acid. COC1=C(C=CC(=C1)C2=CC(=O)C3=C(C=C(C=C3O2)OC4[C@@H]([C@H]([C@@H]([C@H](O4)COC(=O)/C=C/C5=CC=C(C=C5)O)O)O)O)O)O